CC1(C(O[C@@H]1C)=O)C |r| rac-3,3,4-trimethyl-2-oxetanone